4-(tert-Butyl)(R)-2-(fluoromethyl)piperazine C(C)(C)(C)N1C[C@@H](NCC1)CF